5-(3-cyano-5-fluorophenylmethyl)-4H-1,2,4-triazole-3-carboxylic acid C(#N)C=1C=C(C=C(C1)F)CC=1NC(=NN1)C(=O)O